COCCN1CCC(CC1)C1=CC=C(C=C1)NC(OCC1=CN=CO1)=O oxazol-5-ylmethyl (4-(1-(2-methoxyethyl)piperidin-4-yl)phenyl)carbamate